O1C(=NC2=C1C=CC=C2)CSC2=NN(C=1N=CNC(C12)=O)C1CCOCC1 ((benzo[d]oxazol-2-ylmethyl)thio)-1-(tetrahydro-2H-pyran-4-yl)-1,5-dihydro-4H-pyrazolo[3,4-d]pyrimidin-4-one